C1(CCC1)NC1=CC(=NC=N1)C(=O)NC[C@@H](O)[C@H]1N(CC2=CC(=CC=C2C1)OCC1=C(N=CO1)C)C(=O)OC(C)(C)C tert-butyl (3S)-3-[(1R)-2-[[6-(cyclobutylamino)pyrimidine-4-carbonyl]amino]-1-hydroxy-ethyl]-7-[(4-methyloxazol-5-yl)methoxy]-3,4-dihydro-1H-isoquinoline-2-carboxylate